1,4-dimethyl-cyclohexane terephthalate C(C1=CC=C(C(=O)O)C=C1)(=O)O.CC1CCC(CC1)C